OC(CC1=CC(=C(C(=O)O)C=C1)OC)(C)C 4-(2-hydroxy-2-methylpropyl)-2-methoxybenzoic acid